(1R,2R)-N-[2-(2,4-dimethoxypyridin-3-yl)-1-methylpyrrolo[2,3-c]pyridin-5-yl]-2-(piperazin-1-ylmethyl)cyclopropane-1-carboxamide COC1=NC=CC(=C1C1=CC=2C(=CN=C(C2)NC(=O)[C@H]2[C@@H](C2)CN2CCNCC2)N1C)OC